N2-methylethane-1,2-diamine CNCCN